CC=1C(=NC=NC1C)N1CCN(CC1)CC=1OC2=C(N1)C=CC=C2 2-((4-(5,6-dimethylpyrimidin-4-yl)piperazin-1-yl)methyl)benzo[d]oxazole